3-methyl-3-azabicyclo[3.2.0]heptan-6-amine CN1CC2CC(C2C1)N